CCCCCCCCCCCCP(O)=O 12-dodecylphosphinic acid